(1R,2S,5S)-tert-butyl 2-(((S)-1-methoxy-1-oxo-3-((S)-2-oxopyrrolidin-3-yl)propan-2-yl)carbamoyl)-6,6-dimethyl-3-azabicyclo[3.1.0]hexane-3-carboxylate COC([C@H](C[C@H]1C(NCC1)=O)NC(=O)[C@@H]1[C@H]2C([C@H]2CN1C(=O)OC(C)(C)C)(C)C)=O